(R)-3-(6-(2-benzyl-4-(methylsulfonyl)piperazin-1-yl)-1-methyl-1H-pyrazolo[3,4-d]pyrimidin-3-yl)-2,6-difluoro-5-(trifluoromethyl)phenol C(C1=CC=CC=C1)[C@H]1N(CCN(C1)S(=O)(=O)C)C1=NC=C2C(=N1)N(N=C2C=2C(=C(C(=C(C2)C(F)(F)F)F)O)F)C